(e)-(4-methylstyryl)diphenylsilanol CC1=CC=C(/C=C/[Si](O)(C2=CC=CC=C2)C2=CC=CC=C2)C=C1